FC1=CC=C(C=C1)C=1C(C(=NNC1C)C(=O)N)=O 5-(4-fluorophenyl)-6-methyl-4-oxo-1H-pyridazine-3-carboxamide